C1(=CC=CC=C1)C=1C=CC(=NC1)NC(OC1=CC=CC=C1)=O phenyl (5-phenylpyridin-2-yl)carbamate